3,5-dichloro-4-(4-chloro-2-methoxyphenoxy)aniline ClC=1C=C(N)C=C(C1OC1=C(C=C(C=C1)Cl)OC)Cl